6-(difluoromethoxy)-5-(4-nitro-1H-pyrazol-3-yl)-1,2-benzothiazole FC(OC1=CC2=C(C=NS2)C=C1C1=NNC=C1[N+](=O)[O-])F